N-(2-(syn-4,4-difluoro-2-methylcyclohexyl)-4-(2,5-difluorophenyl)pyridin-3-yl)-2-isopropylpyrimidine-5-carboxamide FC1(CC(C(CC1)C1=NC=CC(=C1NC(=O)C=1C=NC(=NC1)C(C)C)C1=C(C=CC(=C1)F)F)C)F